BrC1C(CCC2=CC=CC=C12)=O 1-bromo-2-tetralone